BrC=1C=C(CN2N=CC(=C2)C=2C(=CCN(C2)C)OCC)C=CC1 5-(1-(3-bromobenzyl)-1H-pyrazol-4-yl)-4-ethoxy-1-methyl-pyridin